3-(piperidin-4-yl)quinazolin-4-one N1CCC(CC1)N1C=NC2=CC=CC=C2C1=O